CNC(OC1(CCCC1)CC=1C(=NOC1C1=NC=C(C(=N1)C)Br)C)=O (5-(5-bromo-4-methylpyrimidin-2-yl)-3-methylisoxazol-4-yl)methylcyclopentyl (methyl)carbamate